BrC1=CC=C2C=CN(C2=C1F)CC(C)C 6-bromo-7-fluoro-1-isobutyl-1H-indole